FC1=CC=C(C=C1)[C@@H]1N(CCC2=CC=CC=C12)C(=O)[C@H]1OCC(C1)=C ((S)-1-(4-fluorophenyl)-3,4-dihydroisoquinolin-2(1H)-yl)((S)-4-methylenetetrahydrofurane-2-yl)methanone